(2-(1-(4-chlorophenyl)-2,5-dimethyl-1H-pyrrole-3-carbonyl)-5-(pyrrolidin-1-yl)phenyl)-2-(prop-2-yn-1-ylamino)acetamide ClC1=CC=C(C=C1)N1C(=C(C=C1C)C(=O)C1=C(C=C(C=C1)N1CCCC1)C(C(=O)N)NCC#C)C